N1CCC(CC1)N1N=C(N=C1)[C@@]12CN(C[C@]2(C1)C(F)(F)F)C1=C2C=CC=NC2=C(C=C1)C#N 5-((1S,5R)-1-(1-(piperidin-4-yl)-1H-1,2,4-triazol-3-yl)-5-(trifluoromethyl)-3-azabicyclo[3.1.0]hexan-3-yl)quinoline-8-carbonitrile